C1(=CC=C(C=C1)C=NCCC[Si](OCC)(OCC)OCC)C=NCCC[Si](OCC)(OCC)OCC 1,1'-(1,4-phenylene)bis(N-(3-(triethoxysilyl)propyl)methanimine)